N-[(1S)-2-[2-chloro-5-(1-isopropyl-6-oxo-3-pyridyl)phenyl]-1-[[4-(3,5-dimethyl-1H-pyrazol-4-yl)phenyl]carbamoyl]propyl]-1-fluoro-cyclopropanecarboxamide ClC1=C(C=C(C=C1)C1=CN(C(C=C1)=O)C(C)C)C([C@@H](C(NC1=CC=C(C=C1)C=1C(=NNC1C)C)=O)NC(=O)C1(CC1)F)C